5-Methyl-N4-[3-(1,1-dimethylethylsulfonamido)phenyl]-N2-[4-(1-methylpiperidin-4-yl)phenyl]pyrimidine-2,4-diamine CC=1C(=NC(=NC1)NC1=CC=C(C=C1)C1CCN(CC1)C)NC1=CC(=CC=C1)NS(=O)(=O)C(C)(C)C